NC=1N(C2=C3C(C=C(NC(C13)=O)C1=C(C=CC=C1)C)=NC=N2)C2=C(C(=CC=C2C)O)C 1-amino-2-(3-hydroxy-2,6-dimethylphenyl)-7-(2-methylphenyl)-2,8-dihydro-9H-2,3,5,8-tetraazabenzo[cd]azulen-9-one